C1=CC=CC=2C3=CC=CC=C3C(C12)OC(N(CCSC(C1=CC=CC=C1)(C1=CC=CC=C1)C1=CC=CC=C1)C)=O (9H-fluoren-9-yl)methyl(2-(trityl-sulfanyl)ethyl)carbamate